(S)-3-bromo-5-((3-(trifluoromethyl)phenyl)sulfonyl)-6a,7,9,10-tetrahydro-5H-pyrido[1,2-a]quinoxalin-8(6H)-one BrC1=CC=2N(C[C@H]3N(C2C=C1)CCC(C3)=O)S(=O)(=O)C3=CC(=CC=C3)C(F)(F)F